C1(CCC1)OC=1C=CC(=C(C1)N1CC2=CC(=C(C=C2CC1)CCC(=O)O)F)F 3-(2-(5-Cyclobutoxy-2-fluorophenyl)-7-fluoro-1,2,3,4-tetrahydroisoquinolin-6-yl)propanoic acid